3-amino-butan-1-ol NC(CCO)C